C1(CC1)NC=1N=CC2=C(N1)N(C(C(=C2)N2CCNC1=C(C=CC=C21)C)=O)C 2-(cyclopropylamino)-8-methyl-6-(5-methyl-3,4-dihydro-2H-quinoxalin-1-yl)pyrido[2,3-d]pyrimidin-7-one